CC(C)(CCN1N=C2C=C(C(=CC2=C1)[N+](=O)[O-])C1=CC=NN1C1OCCCC1)O 2-methyl-4-(5-nitro-6-(1-(tetrahydro-2H-pyran-2-yl)-1H-pyrazol-5-yl)-2H-indazol-2-yl)butan-2-ol